C(C)C(COP(=O)(OCC(CCCC)CC)OCC(CCCC)CC)CCCC Tris(2-ethylhexyl)-phosphat